N-(3-methylbenzyl)-N'-{[1-(pyridin-2-ylmethyl)pyrrolidin-3-yl]methyl}urea CC=1C=C(CNC(=O)NCC2CN(CC2)CC2=NC=CC=C2)C=CC1